1-(4-(trifluoromethoxy)phenyl)-4-vinyl-1H-pyrazolo[3,4-b]pyridine-3-carbonitrile FC(OC1=CC=C(C=C1)N1N=C(C=2C1=NC=CC2C=C)C#N)(F)F